1-hydroxy-N-(4-hydroxy-2-phenylbutyl)-2-isopropyl-5-methylcyclohexane-1-carboxamide OC1(C(CCC(C1)C)C(C)C)C(=O)NCC(CCO)C1=CC=CC=C1